2-[4-Amino-1-(2,2,2-trifluoroethyl)-1H-pyrazolo[3,4-d]pyrimidin-3-yl]-3-chloro-N-methyl-1H-indole-6-carboxamide NC1=C2C(=NC=N1)N(N=C2C=2NC1=CC(=CC=C1C2Cl)C(=O)NC)CC(F)(F)F